bis(4-t-pentylphenyl)-2,4-di-t-pentylphenyl phosphite P(OC1=C(C(=C(C(=C1)C1=CC=C(C=C1)C(C)(C)CC)C(C)(C)CC)C1=CC=C(C=C1)C(C)(C)CC)C(C)(C)CC)([O-])[O-]